Tert-butyl (1-(3-((2-(2-((6-chlorohexyl)oxy)ethoxy)ethyl)carbamoyl)phenyl)-3-oxo-6,9,12,15-tetraoxa-2-azaheptadecan-17-yl)carbamate ClCCCCCCOCCOCCNC(=O)C=1C=C(C=CC1)CNC(CCOCCOCCOCCOCCNC(OC(C)(C)C)=O)=O